2-[1-[(2,3-difluorophenyl)methyl]-5-oxo-pyrrolidin-2-yl]-N-(4-methyl-1,2,5-oxadiazole-3-yl)acetamide FC1=C(C=CC=C1F)CN1C(CCC1=O)CC(=O)NC1=NON=C1C